O1C(=NN=C1)CC1=CC=C(CNC(OC(C)(C)C)=O)C=C1 Tert-butyl 4-((1,3,4-oxadiazol-2-yl)methyl)benzylcarbamate